3-amino-5-trifluoromethylbenzeneboronic acid pinacol ester NC=1C=C(C=C(C1)C(F)(F)F)B1OC(C)(C)C(C)(C)O1